Cl.C(C)(=O)O acetic acid hydrochloride